CC1(OB(OC1(C)C)C1=CC=C(C=C1)C1(CCC1)NC(OC(C)(C)C)=O)C tert-butyl (1-(4-(4,4,5,5-tetramethyl-1,3,2-dioxaborolan-2-yl)phenyl)cyclobutyl)carbamate